FC(C1=CC=C(C=C1)[PH2]=O)(F)F 4-(trifluoromethyl)phenylphosphine oxide